CC1=C(C=CC=C1)SC1=CC=C(C=C1)C(=O)C1=CC=CC=C1 [4-(methylphenylthio)phenyl]phenylmethanone